COC1=C(C=C(C#N)C=C1)C1CCN2N1C=1C=C(C=CC1C2=O)C=2C=NC(=NC2)N2CCOCC2 4-methoxy-3-(6-(2-morpholinopyrimidin-5-yl)-9-oxo-1,2,3,9-tetrahydropyrazolo[1,2-a]indazol-3-yl)benzonitrile